(E)-N-(2,3-Dihydrobenzofuran-7-yl)-2-(hydroxyimino)acetamide O1CCC2=C1C(=CC=C2)NC(/C=N/O)=O